C(=O)C=1C=C(C(=O)OC)C=CC1 methyl 3-formylbenzoate